3-chloro-N-(4-{1-[(3,3-difluorocyclobutyl)carbamoyl]cyclobutyl}phenyl)benzamide ClC=1C=C(C(=O)NC2=CC=C(C=C2)C2(CCC2)C(NC2CC(C2)(F)F)=O)C=CC1